C(CCCCCCCCCCCCC)(=O)OCCCCCCCCCCCCCCCCCCCC eicosyl myristate